[Co].[V].[Fe].[Mn] manganese iron vanadium cobalt